BrC1=CC(=C(C(=C1)F)C(C)N)F 1-(4-bromo-2,6-difluorophenyl)ethan-1-amine